N1N=CC(=C1)C=1C=CN(C2C1OCC2)NCC=2C=C(C(=O)NC=1SC3=C(N1)CCC(C3)N)C=CC2 3-(((7-(1H-Pyrazol-4-yl)-2,3-dihydrofuropyridin-4-yl)amino)methyl)-N-(6-amino-4,5,6,7-tetrahydrobenzo[d]thiazol-2-yl)benzamide